Cl.BrC=1C=C(C=NC1)C=1N=NN(C1)CC1=CC=C2C=C(NC2=C1)CNCC1CCC1 1-(6-((4-(5-bromopyridin-3-yl)-1H-1,2,3-triazol-1-yl)methyl)-1H-Indol-2-yl)-N-(cyclobutylmethyl)methanamine hydrochloride